4-(1-(azetidin-1-ylmethyl)-6-azaspiro[3.4]octan-6-yl)-3-chloro-2,6-difluoro-N-(6-fluoropyridin-2-yl)benzenesulfonamide N1(CCC1)CC1CCC12CN(CC2)C2=C(C(=C(C(=C2)F)S(=O)(=O)NC2=NC(=CC=C2)F)F)Cl